IC1=CC(=C(C(=O)NC2=CC=CC=3N=C4N(CCCC4)C32)C=C1)N1CCC3(CC3)CC1 4-iodo-2-(6-azaspiro[2.5]oct-6-yl)-N-(benzo[4,5]imidazo[1,2-a]piperidin-9-yl)benzamide